1-(4-bromopyridin-2-yl)-2,2-difluoroethan-1-one BrC1=CC(=NC=C1)C(C(F)F)=O